C(C1=CC=CC=C1)NC(C(C)N1C(CCC1)=O)=O N-Benzyl-2-(2-oxopyrrolidin-1-yl)propanamid